2-Oxo-2,3,4,5-tetrahydro-1H-benzo[b]azepine-5-carbonitrile O=C1CCC(C2=C(N1)C=CC=C2)C#N